2-(2-chlorophenyl)-N-{3-[(2,4-dimethoxybenzyl)sulfamoyl]-4-(pyridin-3-yl)phenyl}acetamide ClC1=C(C=CC=C1)CC(=O)NC1=CC(=C(C=C1)C=1C=NC=CC1)S(NCC1=C(C=C(C=C1)OC)OC)(=O)=O